C[C@@H](CC)NC(O[C@H]1C[C@H](CC1)C1=CC(=NN1)NC(CC1=CC(=NC=C1S(=O)(=O)C)C)=O)=O (1R,3S)-3-[3-({[2-methyl-5-(methylsulfonyl) pyridin-4-yl]acetyl}amino)-1H-pyrazol-5-yl]cyclopentyl (2S)-butan-2-ylcarbamate